sec-octyl thiol C(C)(CCCCCC)S